OC[C@H]1N(CC2=CC=CC=C2C1)C(=O)OC(C)(C)C tert-butyl (3S)-3-(hydroxymethyl)-3,4-dihydro-1H-isoquinoline-2-carboxylate